O1CSC2=C1C=C(C=C2)C2=CC(=C(OC[C@H]1CN(CC1)C1=NC=C(C=N1)CC)C=C2)F (R)-2-(3-((4-(benzo[d][1,3]oxathiolan-6-yl)-2-fluorophenoxy)methyl)pyrrolidin-1-yl)-5-ethylpyrimidine